BrC1=CN(C=2C(=CC(=C(C12)C=O)OC)C)S(=O)(=O)C1=CC=C(C)C=C1 3-bromo-5-methoxy-7-methyl-1-tosyl-1H-indole-4-carbaldehyde